OCCC1CC2(CN(C2)C(=O)OCCCC)C1 butyl 6-(2-hydroxyethyl)-2-azaspiro[3.3]heptane-2-carboxylate